FC1=CC=C(C=C1)NC(N(CCCO)[C@@H](C)C1=NN(C(C2=CC(=C(C=C12)F)F)=O)C)=O (S)-3-(4-fluorophenyl)-1-(1-(6,7-difluoro-3-methyl-4-oxo-3,4-dihydrophthalazin-1-yl)ethyl)-1-(3-hydroxypropyl)urea